CC[C@H](C)CO (-)-2-methyl-1-butanol